OCCCCC\C=C/CC1C(CCCCCCCC(=O)O)O1 (Z)-9,10-epoxy-18-hydroxyoctadec-12-enoic acid